boronic acid Lithium [Li].B(O)O